4-(2-{[(2s,7as)-2-fluoro-hexahydro-1H-pyrrolizin-7a-yl]methoxy}-6-chloro-4-{3,8-diazabicyclo[3.2.1]oct-3-yl}-8-fluoroquinazolin-7-yl)naphthalen-2-ol F[C@H]1C[C@@]2(CCCN2C1)COC1=NC2=C(C(=C(C=C2C(=N1)N1CC2CCC(C1)N2)Cl)C2=CC(=CC1=CC=CC=C21)O)F